C/C=1/C(=O)OC(/C1)=O Methyl-Fumaric Acid Anhydride